N1=CC=C(C=C1)C1=CC=C2C=NC(=NN21)N[C@H]2[C@@H](COCC2)O (3S,4R)-4-((7-(pyridin-4-yl)pyrrolo[2,1-f][1,2,4]triazin-2-yl)amino)tetrahydro-2H-pyran-3-ol